5-((4-(1-((1-(2-(2,6-dioxopiperidin-3-yl)-1,3-dioxoisoindolin-5-yl)pyrrolidin-3-yl)methyl)piperidin-4-yl)phenyl)amino)-3-(pyridin-3-yl)-1,2,4-triazine-6-carboxamide O=C1NC(CCC1N1C(C2=CC=C(C=C2C1=O)N1CC(CC1)CN1CCC(CC1)C1=CC=C(C=C1)NC=1N=C(N=NC1C(=O)N)C=1C=NC=CC1)=O)=O